(3S,7R,7aR)-6-benzyl-5-oxo-3-phenyltetrahydro-1H,3H-imidazo[1,5-c]thiazole-7-carboxylic acid C(C1=CC=CC=C1)N1C(N2[C@@H](SC[C@H]2[C@@H]1C(=O)O)C1=CC=CC=C1)=O